3-cyclopropyl-5-fluoro-N-[(2E)-1-methylimidazolidin-2-ylidene]-4-({3-[(oxetan-3-yl)carbamoyl]phenyl}amino)benzamide C1(CC1)C=1C=C(C(=O)/N=C\2/N(CCN2)C)C=C(C1NC1=CC(=CC=C1)C(NC1COC1)=O)F